FC(C1=NN=C(O1)C1=CC=2N(C=C1)C=C(N2)CN(S(=O)(=O)N2CCN(CC2)C(CO)C)C2=CC(=CC=C2)F)F N-((7-(5-(difluoromethyl)-1,3,4-oxadiazol-2-yl)imidazo[1,2-a]pyridin-2-yl)methyl)-N-(3-fluorophenyl)-4-(1-hydroxyprop-2-yl)piperazine-1-sulfonamide